C(O)C1(C(C(=O)O)C=CC=C1)CO 2,2-dimethylolbenzoic acid